C1(CC1)N1CC2=CC=C(C=C2C1)NC=1N=CC2=C(N1)C(=NC(=C2)C(F)F)N2CC1(C2)CNCC1 N-(2-cyclopropylisoindolin-5-yl)-6-(difluoromethyl)-8-(2,6-diazaspiro[3.4]octan-2-yl)pyrido[3,4-d]pyrimidin-2-amine